[N-](S(=O)(=O)C(F)(F)F)S(=O)(=O)C(F)(F)F.C(CC)[N+](CC)(C)CCC N,N-dipropyl-N-methyl-N-ethylammonium bis(trifluoromethanesulfonyl)imide